ethyl 2-(1-hydroxycyclopentyl)-4-phenoxy-pyrimidine-5-carboxylate OC1(CCCC1)C1=NC=C(C(=N1)OC1=CC=CC=C1)C(=O)OCC